3,3'-bis(1-hydroxy-1-trifluoromethyl-2,2,2-trifluoroethyl)-4,4'-methylenedianiline OC(C(F)(F)F)(C(F)(F)F)C=1C=C(N)C=CC1CC1=C(C=C(N)C=C1)C(C(F)(F)F)(O)C(F)(F)F